NC(C(=O)[O-])CC(C)N 2,4-diaminovalerate